pentadecanoic acid isostearyl ester C(CCCCCCCCCCCCCCC(C)C)OC(CCCCCCCCCCCCCC)=O